tetraglycidyl-2,6-bis(4-aminophenoxy)benzonitrile C(C1CO1)C1(CC(C(C(C#N)=C1OC1=CC=C(C=C1)N)OC1=CC=C(C=C1)N)(CC1CO1)CC1CO1)CC1CO1